FC1=CC2=C(CN(CCC2(C)C)C2=CC(=C(C(=C2)C)C(C(=O)N)C(C)(C)C)C)C=C1 (4-(7-fluoro-5,5-dimethyl-1,3,4,5-tetrahydro-2H-benzo[c]azepin-2-yl)-2,6-dimethylphenyl)-3,3-dimethylbutyramide